O(CCC(O)O)CCC(O)O oxybis(propanediol)